COC(C1=CC(=C(C=C1)OC(F)F)\C=C(/F)\C=1C=NC(=NC1)N)=O 3-[(1Z)-2-(2-aminopyrimidin-5-yl)-2-fluorovinyl]-4-(difluoromethoxy)benzoic acid methyl ester